BrC1=NN(C(=C1)[C@H](C)O)C (S)-1-(3-bromo-1-methyl-1H-pyrazol-5-yl)ethan-1-ol